(3R,4R)-1-(1H-benzo[d]imidazol-5-yl)-3-cyclopropyl-4-(5-(1-(trifluoromethyl)-1H-pyrazol-4-yl)pyridin-2-yl)azetidin-2-one N1C=NC2=C1C=CC(=C2)N2C([C@@H]([C@@H]2C2=NC=C(C=C2)C=2C=NN(C2)C(F)(F)F)C2CC2)=O